C(#N)C1=CC(=C(COC2=CC=CC(=N2)N2C[C@@H](N(CC2)CC2=NC3=C(N2C[C@H]2OCC2)C=C(C=C3)C(=O)O)C)C=C1)F 2-{[(2S)-4-{6-[(4-cyano-2-fluorobenzyl)oxy]pyridin-2-yl}-2-methylpiperazin-1-yl]methyl}-1-[(2S)-oxetan-2-ylmethyl]-1H-benzimidazole-6-carboxylic acid